N-(3-fluoro-4-{[6-methoxy-7-(3-morpholinopropoxy)quinolin-4-yl]oxy}phenyl)-5-(4-fluorophenyl)-6-oxo-2,3,5,6-tetrahydrofuro[3,2-c]pyridine-7-carboxamide FC=1C=C(C=CC1OC1=CC=NC2=CC(=C(C=C12)OC)OCCCN1CCOCC1)NC(=O)C1=C2C(=CN(C1=O)C1=CC=C(C=C1)F)CCO2